2-Methyldihydro-2H-pyran-4(3H)-one CC1OCCC(C1)=O